tert-butyl 4-(methyl(4-(trifluoromethyl)phenyl)amino)piperidine-1-carboxylate CN(C1CCN(CC1)C(=O)OC(C)(C)C)C1=CC=C(C=C1)C(F)(F)F